6-(((4-nitrobenzo[d]oxazol-2-yl)methyl)thio)-1-(tetrahydro-2H-pyran-4-yl)-1,5-dihydro-4H-pyrazolo[3,4-d]pyrimidin-4-one [N+](=O)([O-])C1=CC=CC2=C1N=C(O2)CSC=2NC(C1=C(N2)N(N=C1)C1CCOCC1)=O